ethoxy-1-methyl-1H-pyrazol C(C)OC1=NN(C=C1)C